2-(4-fluoro-3-methylbenzyl)-4-hydroxy-5-methoxyisophthalonitrile FC1=C(C=C(CC2=C(C#N)C=C(C(=C2C#N)O)OC)C=C1)C